2-(4-(5-Chloro-2-(4-chloro-1H-1,2,3-triazol-1-yl)phenyl)-2,5-dioxapiperazin-1-yl)-4-methoxy-N-(2-methyl-2H-indazol-5-yl)butanamide ClC=1C=CC(=C(C1)N1CON(CO1)C(C(=O)NC1=CC2=CN(N=C2C=C1)C)CCOC)N1N=NC(=C1)Cl